NC1=C(C=2C=NC=C(C2S1)Cl)C#N 2-Amino-7-chlorothieno[3,2-c]pyridine-3-carbonitrile